6-bromo-4-(isopropylamino)cinnoline-3-carboxylic acid ethyl ester C(C)OC(=O)C=1N=NC2=CC=C(C=C2C1NC(C)C)Br